palmitylamine C(CCCCCCCCCCCCCCC)N